CN1N=NC2=C1C=CC(=C2C)[C@@H](C(C(=O)O)(C)C)C=2C=C(C1=C(C=CS1)C2)CN2CC1(OC3=C(C2)N=C(C=C3)O)CC1 (3S)-3-(1,4-Dimethyl-1H-benzotriazol-5-yl)-3-{7-[(7'-hydroxy-3'H-spiro[cyclopropane-1,2'-pyrido[2,3-f][1,4]oxazepin]-4'(5'H)-yl)methyl]-1-benzothiophen-5-yl}-2,2-dimethylpropanoic acid